BrC1=CC=C(C=C1)C(=O)C1=CC=C(C=C1)[N+](=O)[O-] (4-bromophenyl)(4-nitrophenyl)methanone